3-(3-chlorophenyl)-1,2,4-oxadiazole-5-carboxylic acid ethyl ester C(C)OC(=O)C1=NC(=NO1)C1=CC(=CC=C1)Cl